2-[[2-(2-Bromo-4-methylphenoxy)ethyl]thio]-pyrimidine BrC1=C(OCCSC2=NC=CC=N2)C=CC(=C1)C